SCC=1C=C(C(=O)O)C=C(C1)CS 3,5-bis(mercaptomethyl)benzoic acid